(2S,4R)-4-hydroxy-N-methylpyrrolidine-2-carboxamide hydrochloride Cl.O[C@@H]1C[C@H](NC1)C(=O)NC